N-(3-(5-chloro-2-methoxyphenyl)-1-(2-(((1-(hydroxymethyl)cyclobutyl)methyl)(methyl)amino)-2-oxoethyl)-1H-pyrazol-4-yl)pyrazolo[1,5-a]pyrimidine-3-carboxamide ClC=1C=CC(=C(C1)C1=NN(C=C1NC(=O)C=1C=NN2C1N=CC=C2)CC(=O)N(C)CC2(CCC2)CO)OC